C[C@H]1CN(CCN1CC1=NC(=NO1)C)C(=O)OC(C)(C)C tert-butyl (S)-3-methyl-4-((3-methyl-1,2,4-oxadiazol-5-yl)methyl)piperazine-1-carboxylate